C(CCCCC)(=O)OC[C@@H](OC(CCCCC)=O)COP(=O)(O)OC[C@@H]1[C@H](C[C@@H](O1)N1C=NC=2C(=S)NC(N)=NC12)O 5'-(1,2-dihexanoyl-sn-glycero-3-phospho)-6-thio-2'-deoxyguanosine